(E)-N'-(4-cyano-1-(2,6-dimethyl-3-((2-(trimethylsilyl)ethoxy)methoxy)phenyl)-2-(5-methylisoindoline-2-carbonyl)-1H-imidazol-5-yl)-N,N-dimethylformimidamide C(#N)C=1N=C(N(C1/N=C/N(C)C)C1=C(C(=CC=C1C)OCOCC[Si](C)(C)C)C)C(=O)N1CC2=CC=C(C=C2C1)C